C(C=C)[C@H]1N(CCC1)C1=C(C=C(C(=N1)C=1OC(=NN1)[C@](C(F)(F)F)(O)C1=C(C=CC(=C1)I)F)NC(OC(C)(C)C)=O)C(F)(F)F tert-butyl N-[6-[(2S)-2-allylpyrrolidin-1-yl]-2-[5-[(1R)-2,2,2-trifluoro-1-(2-fluoro-5-iodo-phenyl)-1-hydroxy-ethyl]-1,3,4-oxadiazol-2-yl]-5-(trifluoromethyl)-3-pyridyl]carbamate